[N+](=[N-])=CC(CC[C@@H](C(=O)O[C@@H]1CCOCCC1)NC([C@@H](C)OC)=O)=O (S)-oxepan-4-yl (S)-6-diazo-2-((R)-2-methoxypropanamido)-5-oxohexanoate